ClC=1C=CC(=C(C1)C(C(=O)OCC)=O)F ethyl 2-(5-chloro-2-fluorophenyl)-2-oxoacetate